15-Hexadecenoic acid C(CCCCCCCCCCCCCC=C)(=O)O